C(C(=C)C)(=O)OCCCCCCCCCCCCCCCC(C)C Isooctadecyl methacrylate